C(C)(C)(C)OC(CC1(CCC2(CC3=CC=C(C=C3C2)Br)CC1)O)=O 2-(5'-bromo-4-hydroxy-1',3'-dihydrospiro[cyclohexane-1,2'-inden]-4-yl)acetic acid tert-butyl ester